FC1=C(CC2=NC3=C(N2[C@@H]2COCC2(C)C)C=C(C=C3F)C(=O)O)C=C(C(=C1)C1=NC(=C(C=C1)F)OCC=1SC(=NN1)OC)F (S)-2-(2,5-difluoro-4-(5-fluoro-6-((5-methoxy-1,3,4-thiadiazol-2-yl)methoxy)pyridin-2-yl)benzyl)-1-(4,4-dimethyltetrahydrofuran-3-yl)-4-fluoro-1H-benzo[d]imidazole-6-carboxylic acid